ethyl 2-hydroxymethylisobutyrate OCC(C(=O)OCC)(C)C